(2S,3S,4R,5R)-3,4-dihydroxyl-5-(6-(((6-methylpyridin-2-yl)methyl)amino)-2-(5-methylpyridin-3-yl)-9H-purin-9-yl)-N-(2,2,2-trifluoroethyl)tetrahydrofuran-2-formamide O[C@@H]1[C@H](O[C@H]([C@@H]1O)N1C2=NC(=NC(=C2N=C1)NCC1=NC(=CC=C1)C)C=1C=NC=C(C1)C)C(=O)NCC(F)(F)F